ClC1=CC=C(C=C1)NC(NC1=CC(=CC=C1)N1CC2(COC2)C1)=O 3-(4-chlorophenyl)-1-(3-{2-oxa-6-azaspiro[3.3]hept-6-yl}phenyl)urea